O=C1NC(CCC1C1=CN(C2=CC(=CC=C12)S(=O)(=O)F)C)=O 3-(2,6-dioxopiperidin-3-yl)-1-methyl-1H-indole-6-sulfonyl fluoride